2-Chloro-5-(2-(2-(2-(4-chlorophenyl)imidazo[1,2-a]pyridine-3-carbonyl)hydrazineyl)-2-oxoethyl)benzamide ClC1=C(C(=O)N)C=C(C=C1)CC(=O)NNC(=O)C1=C(N=C2N1C=CC=C2)C2=CC=C(C=C2)Cl